1-[4-(4-Hydroxypiperidin-1-yl)phenyl]-3-(4-nitrophenyl)prop-2-en-1-one OC1CCN(CC1)C1=CC=C(C=C1)C(C=CC1=CC=C(C=C1)[N+](=O)[O-])=O